cyclobutyl-2,2,2-trichloroethanimidate C1(CCC1)OC(C(Cl)(Cl)Cl)=N